C(C#C)OCCCO 3-(Prop-2-yn-1-yloxy)propan-1-ol